2-chloro-4,6-diphenyl-pyrimidine ClC1=NC(=CC(=N1)C1=CC=CC=C1)C1=CC=CC=C1